dimethylphenyl-(4-methylbenzyl)ammonium hexafluorotetrakis(pentafluorophenyl)borate FC1(C(C(C(C(C1([B-](C1=C(C(=C(C(=C1F)F)F)F)F)(C1=C(C(=C(C(=C1F)F)F)F)F)C1=C(C(=C(C(=C1F)F)F)F)F)F)(F)F)(F)F)(F)F)(F)F)F.C[N+](CC1=CC=C(C=C1)C)(C1=CC=CC=C1)C